OC=1C=C(C=CC1O)/C=C/C(=O)NCCCCC1=CC=CC=C1 (E)-3-(3,4-dihydroxyphenyl)-N-(4-phenylbutyl)acrylamide